1-[2-(azetidin-1-yl)-2-oxo-ethyl]-3-methyl-6-(3,4,5-trifluorobenzeneYl)imidazo[4,5-b]Pyridine N1(CCC1)C(CN1CN(C2=NC=C(C=C21)C2=CC(=C(C(=C2)F)F)F)C)=O